CC=1C(N2[C@H]([C@H](CCC2=CC1)NS(=O)(=O)C)COC1CCC(CC1)C#CC)=O |o1:4,5| rel-N-[(3S,4R)-7-methyl-6-oxo-4-({[(1s,4S)-4-(prop-1-yn-1-yl)cyclohexyl]oxy}methyl)-1,3,4,6-tetrahydro-2H-quinolizin-3-yl]methanesulfonamide